C(=C)P(OCCCCCCOP(OCC\C=C/CCCCC)(=O)C=C)(OCC\C=C/CCCCC)=O hexane-1,6-diyl di((Z)-non-3-en-1-yl) bis(vinylphosphonate)